CCCCCCC=C octene